N1=CC(=CC=C1)CNC(C1=CC=C(C=C1)C1=NC=CC2=C1C=CN2)=O N-(pyridin-3-ylmethyl)-4-(1H-pyrrolo[3,2-c]pyridin-4-yl)benzamide